C(C)(C)(C)OC(=O)N[C@H](C(=O)N[C@@H]1C[C@@](N(CC1)C(=O)OC(C)(C)C)(C(=O)OCC1=CC=CC=C1)CCCCB1OC(C(O1)(C)C)(C)C)[C@H](CC)C 2-benzyl 1-(tert-butyl) (2R,4S)-4-((2S,3S)-2-((tert-butoxycarbonyl)amino)-3-methylpentanamido)-2-(4-(4,4,5,5-tetramethyl-1,3,2-dioxaborolan-2-yl)butyl)piperidine-1,2-dicarboxylate